C(C1=CC=CC=C1)C=1SC(=CC(C1)=C(C#N)C#N)\C=C\C1=CC=C(C=C1)O (E)-2-(2-benzyl-6-(4-hydroxystyryl)-4H-thiopyran-4-ylidene)malononitrile